NC1=C(C=CC(=C1)OC(F)(F)F)C(=O)N1CCC(CC1)C1=CNC2=NC=C(N=C21)N[C@@H]2COCC2 [2-amino-4-(trifluoromethoxy)phenyl]-[4-[2-[[(3S)-tetrahydrofuran-3-yl]amino]-5H-pyrrolo[2,3-b]pyrazin-7-yl]-1-piperidyl]methanone